[AsH](O)(O)=O.[F] fluorine arsonate